chloro-2-{1-[(1S)-1-(3,3-difluorocyclobutyl)ethyl]-1H-pyrazol-4-yl}-7-[(7-fluoro-2-methyl-1H-1,3-benzodiazol-6-yl)oxy]quinoxaline ClC=1C(=NC2=CC(=CC=C2N1)OC=1C=CC2=C(NC(=N2)C)C1F)C=1C=NN(C1)[C@@H](C)C1CC(C1)(F)F